O=C1NC(CCC1N1C(C2=CC=C(C=C2C1=O)CN1CCN(CC1)C1=NC(=C(C(=O)N)C=C1)C1=CC=C(C=C1)OC1=CC=CC=C1)=O)=O 6-(4-((2-(2,6-dioxopiperidin-3-yl)-1,3-dioxoisoindolin-5-yl)methyl)piperazin-1-yl)-2-(4-phenoxyphenyl)nicotinamide